OCC1=NC=C(C(=O)OCC)C=C1 ethyl 6-(hydroxymethyl)nicotinate